CN(S(=O)(=O)C=1C(=NC=C(C1)C1=CC=C(C=C1)OC(F)(F)F)C1=NOC(N1C1=NC=C(C=C1)C(F)(F)F)=O)C N,N-dimethyl-2-(5-oxo-4-(5-(trifluoromethyl)pyridin-2-yl)-4,5-dihydro-1,2,4-oxadiazol-3-yl)-5-(4-(trifluoromethoxy)phenyl)pyridine-3-sulfonamide